3-((3s,5s,7s)-adamantan-1-ylamino)benzo[d]isothiazole 1,1-dioxide C12(CC3CC(CC(C1)C3)C2)NC2=NS(C3=C2C=CC=C3)(=O)=O